FC1CC2=CC=3CCCC3C(=C2C1)N=C=O 2-fluoro-4-isocyanato-1,2,3,5,6,7-hexahydro-s-indacene